spiro[cyclopropane-1,4'-isoquinoline] hydrochloride Cl.C1=NCC2(C3=CC=CC=C13)CC2